tert-butyl 6'-((3-fluorophenyl)amino)-5,6-dihydro-[3,2':4',3''-terpyridine]-1(2H)-carboxylate FC=1C=C(C=CC1)NC1=CC(=CC(=N1)C=1CN(CCC1)C(=O)OC(C)(C)C)C=1C=NC=CC1